ClC1=CC(=C2C[C@@H]([C@H](C2=C1)OC1=CC=C(C=C1)S(=O)(=O)N1CCC(CC1)NC(CCCNC(NCCCCNC(NCCCC(=O)NC1CCN(CC1)S(=O)(=O)C1=CC=C(C=C1)O[C@@H]1[C@H](CC2=C(C=C(C=C12)Cl)C#N)N1CCNCC1)=O)=O)=O)N1CCNCC1)C#N N1,N18-Bis(1-([4-([(1S,2S)-6-chloro-4-cyano-2-(piperazin-1-yl)-2,3-dihydro-1H-inden-1-yl]oxy)phenyl]sulfonyl)piperidin-4-yl)-6,13-dioxo-5,7,12,14-tetraazaoctadecanediamide